4-chloro-3-(7-fluoro-5-methoxy-4-oxo-1,4-dihydroquinolin-2-yl)benzonitrile ClC1=C(C=C(C#N)C=C1)C=1NC2=CC(=CC(=C2C(C1)=O)OC)F